C1=NC(=C2C(=N1)N(C=N2)[C@H]3[C@@H]([C@@H]([C@H](O3)COP(=O)([O-])OP(=O)([O-])OCC(C(=O)[O-])OP(=O)([O-])[O-])O)O)N The molecule is an organophosphate oxoanion arising from deprotonation of the phosphate OH and carboxy groups of 3-ADP-2-phosphoglyceric acid; major species at pH 7.3. It is an organophosphate oxoanion and a monocarboxylic acid anion. It is a conjugate base of a 3-ADP-2-phosphoglyceric acid.